5-methoxy-1-methyl-2,3-dihydro-1H-1,3-benzodiazol-2-one COC1=CC2=C(N(C(N2)=O)C)C=C1